tetramethyl-german diaminodithioformate NS=C(S)N.C[Ge](C)(C)C